ClC=1C=CC2=C(N(C3=C(CC2)C=CC=C3)CCCCNC/C=C/C(=O)OCCOC)C1 2-Methoxyethyl (E)-4-[4-(3-chloro-10,11-dihydro-dibenzo[b,f]azepin-5-yl)-butylamino]-but-2-enoat